N-(2-((1r,3r,5r,7r)-adamantan-2-ylamino)ethyl)-5-(4-chloro-phenyl)-1-(2,4-dichloro-phenyl)-1H-1,2,4-triazole-3-carboxamide C12C(C3CC(CC(C1)C3)C2)NCCNC(=O)C2=NN(C(=N2)C2=CC=C(C=C2)Cl)C2=C(C=C(C=C2)Cl)Cl